FC1CN(C1)C1=CC(=NC(=C1)C)OCC1=CC=C(C=C1)[C@@H](C)[C@]1(C(NC[C@@H]1CF)=O)C (3R,4R)-3-[(1R)-1-[4-[[4-(3-fluoroazetidin-1-yl)-6-methyl-2-pyridyl]oxymethyl]phenyl]ethyl]-4-(fluoromethyl)-3-methyl-pyrrolidin-2-one